N-(4-(9-phenyl-9H-fluoren-9-yl)phenyl)dibenzo[b,d]furan-2-amine C1(=CC=CC=C1)C1(C2=CC=CC=C2C=2C=CC=CC12)C1=CC=C(C=C1)NC1=CC2=C(OC3=C2C=CC=C3)C=C1